4,5-dimethylthiophene-2-carboxamide CC=1C=C(SC1C)C(=O)N